CC1C(C2(CCC=C(C2(CC1)C)C)C)C(=O)O.C(=O)OC1=C(C=CC2=CC=CC=C12)OCCCCCCCC octoxynaphthyl formate (2,4a,5,8a-tetramethyl-1,2,3,4,4a,7,8,8a-octahydronaphthalen-1-yl formate)